7-Methoxy-1-phenyl-3-(trifluoromethyl)-3H-pyrrolo[1,2-a]indol-3-ol COC1=CC=2C=C3N(C2C=C1)C(C=C3C3=CC=CC=C3)(O)C(F)(F)F